N-(3-fluoro-4-(piperidin-1-yl)phenyl)-5-methyl-2-(2-oxa-6-azaspiro[3.4]oct-6-yl)oxazole-4-carboxamide FC=1C=C(C=CC1N1CCCCC1)NC(=O)C=1N=C(OC1C)N1CC2(COC2)CC1